ClC1=CC2=C(N=C(N(C2=O)C)C(F)(F)F)C(=N1)C1=CC=C(C=C1)Cl 6-chloro-8-(4-chlorophenyl)-3-methyl-2-(trifluoromethyl)pyrido[3,4-d]pyrimidin-4-one